C(CCCCCCCCCCCCCCCCC)CCC(=S)OCC(COC(CCCCCCCCCCCCCCCCCCCC)=S)(COC(CCCCCCCCCCCCCCCCCCCC)=S)COC(CCCCCCCCCCCCCCCCCCCC)=S pentaerythritol tetrakis(3-stearylthiopropionate)